ClC1=CC(=C(OCC=2C=NC=C(C#N)C2)C=C1OCC=1C(=C(C=CC1)C1=C(C(=CC=C1)C1=CC=C(C=C1)OC1CN2CCC1CC2)C)C)C=O 5-((4-chloro-5-((2,2'-dimethyl-4''-(quinuclidin-3-yloxy)-[1,1':3',1''-terphenyl]-3-yl)methoxy)-2-formylphenoxy)methyl)nicotinonitrile